4,4'-diisocyano-3,3',5,5'-tetramethyl-1,1'-biphenyl [N+](#[C-])C1=C(C=C(C=C1C)C1=CC(=C(C(=C1)C)[N+]#[C-])C)C